BrC=1C(N(N=C(C1)Cl)COCOCC[Si](C)(C)C)=O 4-bromo-6-chloro-2-(((2-(trimethylsilyl)ethoxy)methoxy)methyl)pyridazin-3(2H)-one